tert-butyl (S)-4-(3-((1-benzyl-8-fluoro-2-oxo-2,3,4,5-tetrahydro-1H-benzo[b][1,4]diazepin-3-yl)carbamoyl)-4-methoxyphenyl)-3,6-dihydropyridine-1(2H)-carboxylate C(C1=CC=CC=C1)N1C2=C(NC[C@@H](C1=O)NC(=O)C=1C=C(C=CC1OC)C=1CCN(CC1)C(=O)OC(C)(C)C)C=CC(=C2)F